COC(C)C 2-methoxypropane